FC1=CC=C(C=C1)N1CCN(CC1)CC[C@@H]1OC(C2(C1)CCN(CC2)C(CNC(OC)=O)=O)=O methyl (R)-(2-(3-(2-(4-(4-fluorophenyl)piperazin-1-yl)ethyl)-1-oxo-2-oxa-8-azaspiro[4.5]decan-8-yl)-2-oxoethyl)carbamate